C(\C=C\C(=O)O)(=O)O.C(C1=CC=CC=C1)OC1=C2C=CN(C2=CC=C1)CCN(C)C 2-(4-(benzyloxy)-1H-indol-1-yl)-N,N-dimethylethan-1-amine fumarate salt